CC1=CC(=NN1C1CC(C1)C(F)(F)F)NC(C1=C(C=CC=C1)N1CCC2(CC2)CC1)=O N-(5-methyl-1-((1r,3r)-3-(trifluoromethyl)cyclobutyl)-1H-pyrazol-3-yl)-2-(6-azaspiro[2.5]octan-6-yl)benzamide